2,3-dimethyl-9-(methylthio)-7-(2-(tetrahydrofuran-3-yl)tetrahydro-2H-pyran-4-yl)-4H-pyrazino[1,2-a]pyrimidin-4-one CC=1N=C2N(C(C1C)=O)C=C(N=C2SC)C2CC(OCC2)C2COCC2